[6-(3-cyclopropyl-1,2,4-triazol-1-yl)-2-azaspiro[3.3]heptan-2-yl]-[5-fluoro-6-[[1-(trifluoromethyl)cyclopropyl]methoxy]-3-pyridyl]methanone C1(CC1)C1=NN(C=N1)C1CC2(CN(C2)C(=O)C=2C=NC(=C(C2)F)OCC2(CC2)C(F)(F)F)C1